CNC=1N=C(C(=NC1C=1C2=C(C=NC1)N(C=N2)C)C(=O)OC)NC2=CC=C(C=C2)[C@H](C)N2CCOCC2 |o1:29| methyl 5-(methylamino)-6-(3-methylimidazo[4,5-c]pyridin-7-yl)-3-[4-[rel-(1S)-1-morpholinoethyl]anilino]pyrazine-2-carboxylate